FC(CN1C(=NC=2C1=NC(=CN2)C=2C=CN1N=C(N=CC12)NC1CC(C1)(C(=O)N(C)C)C)C)F (1r,3r)-3-((5-(1-(2,2-difluoroethyl)-2-methyl-1H-imidazo[4,5-b]pyrazin-6-yl)pyrrolo[2,1-f][1,2,4]triazin-2-yl)amino)-N,N,1-trimethylcyclobutane-1-carboxamide